ethyl-2-benzyl-3-phenyl-1-(2,4,6-trimethoxyphenyl)cycloprop-2-ene C(C)C1(C(=C1C1=CC=CC=C1)CC1=CC=CC=C1)C1=C(C=C(C=C1OC)OC)OC